ClC=1C=CC(=C(C1)C1=CC(=C(N=N1)OCCN1CCN(CC1)C)NCC1=C(C=C(C=C1)OC)OC)F 6-(5-chloro-2-fluorophenyl)-N-[(2,4-dimethoxyphenyl)methyl]-3-[2-(4-methylpiperazin-1-yl)ethoxy]pyridazin-4-amine